diethyl malonate orthoacetate C(C)(O)(O)O.C(CC(=O)OCC)(=O)OCC